C(C)C1N(CC(N(C1)C1=NC=C(N=C1C)C=1OC(=NN1)NCC)C)C1CCN(CC1)C=O (4-(2-ethyl-4-(5-(5-(ethylamino)-1,3,4-oxadiazol-2-yl)-3-methylpyrazin-2-yl)-5-methylpiperazin-1-yl)piperidin-1-yl)methanone